COC1=C(CNC2=NC=NC3=C2CN(CCC3)C(=O)OC(C)(C)C)C=CC(=C1)OC tert-Butyl 4-((2,4-dimethoxybenzyl)amino)-8,9-dihydro-5H-pyrimido[5,4-c]azepine-6(7H)-carboxylate